C(C)OCCNC1=C2C(=NC=3C=C(C(=CC13)OC)COCCN1CCCC1)CCC2 N-(2-ethoxyethyl)-7-methoxy-6-{[2-(pyrrolidin-1-yl)ethoxy]methyl}-1H,2H,3H-cyclopenta[b]quinolin-9-amine